NC1=C(C=C(C#N)C=C1F)CC 4-amino-3-ethyl-5-fluorobenzonitrile